aluminum tris(ethyl-α-acetylpropanate) C(C)C(C(=O)[O-])(C)C(C)=O.C(C)C(C(=O)[O-])(C)C(C)=O.C(C)C(C(=O)[O-])(C)C(C)=O.[Al+3]